[C@H]12CC(C[C@H](CC1)N2C(=O)OC(C)(C)C)C(=O)OCC2=CC=CC=C2 3-Benzyl 8-tert-butyl (1R,3S,5S)-8-azabicyclo[3.2.1]octane-3,8-dicarboxylate